trans-1'-(4-((2,6-dioxopiperidin-3-yl)amino)-2-fluorophenyl)-N-(4-((5-fluoro-4-(3-(piperidin-1-yl)phenyl)pyrimidin-2-yl)amino)cyclohexyl)-[1,4'-bipiperidine]-4-carboxamide O=C1NC(CCC1NC1=CC(=C(C=C1)N1CCC(CC1)N1CCC(CC1)C(=O)N[C@@H]1CC[C@H](CC1)NC1=NC=C(C(=N1)C1=CC(=CC=C1)N1CCCCC1)F)F)=O